C[Si](C1=CC=CC=C1)(C)C1=CC=CC1 dimethylphenylsilylcyclopentadiene